(S)-N-(4-methoxyphenyl)-N-methyl-2-(2-(2-oxo-4-(phenylsulfonyl)piperazin-1-yl)acetylamino)-3-phenylpropanamide COC1=CC=C(C=C1)N(C([C@H](CC1=CC=CC=C1)NC(CN1C(CN(CC1)S(=O)(=O)C1=CC=CC=C1)=O)=O)=O)C